2,2,2-Trifluoro-1-(4-fluoro-2-nitrophenyl)ethan-1-ol FC(C(O)C1=C(C=C(C=C1)F)[N+](=O)[O-])(F)F